N-[(4,5-dichloro-2-methoxyphenyl)(piperidin-4-yl)methyl]pyridin-2-amine ClC1=CC(=C(C=C1Cl)C(NC1=NC=CC=C1)C1CCNCC1)OC